CC1OC(C2CCC(CC12)C)=O 1,6-dimethyl-3-oxooctahydroisobenzofuran